bis(2,3-epoxypropyl) ether C(C1CO1)OCC1CO1